ClC1=CC=2N=C(N=C(C2C(=N1)OCOC(=O)N1C2CNCC1CC2)O)SC (((7-chloro-4-hydroxy-2-(methylthio)pyrido[4,3-d]pyrimidin-5-yl) Oxy)methyl)-3,8-diazabicyclo[3.2.1]octane-8-carboxylate